4-(azepan-1-yl)-7-bromo-6-chloro-8-fluoro-2-[[(2S)-1-methylpyrrolidin-2-yl]methoxy]quinazoline N1(CCCCCC1)C1=NC(=NC2=C(C(=C(C=C12)Cl)Br)F)OC[C@H]1N(CCC1)C